[H+].[H+].N(=O)[O-].N(=O)[O-].[O-]S(=O)(=O)[O-].[Pt] dinitrosulfatoplatinum(II)